1-(9-(4-amino-5-(6-methoxypyridin-3-yl)-7-methyl-7H-pyrrolo[2,3-d]pyrimidin-6-yl)-3-azaspiro[5.5]undec-8-en-3-yl)prop-2-en-1-one NC=1C2=C(N=CN1)N(C(=C2C=2C=NC(=CC2)OC)C2=CCC1(CCN(CC1)C(C=C)=O)CC2)C